3-[3-bromo-4-[(2,4-difluorophenyl)methoxy]-6-methyl-2-oxo-1(2H)-pyridinyl]-N,4-dimethyl-benzamide BrC=1C(N(C(=CC1OCC1=C(C=C(C=C1)F)F)C)C=1C=C(C(=O)NC)C=CC1C)=O